ClC1=CC(=C(OCC2=C(C=CC=C2OC)C2C=3C(NC(C2)=O)=NNC3)C=C1)C(F)(F)F 4-{[4-chloro-2-(trifluoromethyl)phenoxymethyl]-3-methoxyphenyl}-2H,4H,5H,6H,7H-pyrazolo[3,4-b]pyridin-6-one